FC1=C(CC2CC3(CN(C3)C(=O)OC(C)(C)C)C2)C(=CC=C1)OC tert-Butyl 6-(2-fluoro-6-methoxybenzyl)-2-azaspiro[3.3]heptane-2-carboxylate